4-(7-methyl-8-(pyridin-4-yl)-2-(trimethylstannyl)-7H-purin-6-yl)morpholine CN1C(=NC2=NC(=NC(=C12)N1CCOCC1)[Sn](C)(C)C)C1=CC=NC=C1